C(CCC1=CC=C(C=C1)CN)CC1=CC=C(C=C1)CN ethylenebis-p-xylylenediamine